C1(CCCC1)C(=O)[O-].[Ni+2].C1(CCCC1)C(=O)[O-] nickel cyclopentaneate